3-(N-hydroxycarbamimidoyl)-8-tert-butyl-2H-benzopyran ONC(=N)C=1COC2=C(C1)C=CC=C2C(C)(C)C